CC=1C=C2C=CC(C2=CC1)[Zr]C1C=CC2=CC(=CC=C12)C bis(5-methyl-1-indenyl)zirconium